(1-(4-(tetrahydrofuran-3-yl)thiazol-2-yl)-1H-pyrazolo[4,3-c]pyridin-6-yl)acetamide O1CC(CC1)C=1N=C(SC1)N1N=CC=2C=NC(=CC21)CC(=O)N